N-(4-amino-1-((2-(trimethylsilyl)ethoxy)methyl)-1H-pyrazolo[4,3-c]pyridin-7-yl)-2-((2S,5R)-4-(3-(dimethylamino)-2,2-dimethylpropanoyl)-5-methyl-2-phenylpiperazin-1-yl)-2-oxoacetamide NC1=NC=C(C2=C1C=NN2COCC[Si](C)(C)C)NC(C(=O)N2[C@H](CN([C@@H](C2)C)C(C(CN(C)C)(C)C)=O)C2=CC=CC=C2)=O